FC(C=1C=CC=C2C=CC=C(C12)C1=C(C=2N=C(N=C(C2C=N1)OCC(F)(F)F)OCC12CCCN2CCC1)F)F 7-(8-(difluoromethyl)naphthalen-1-yl)-8-fluoro-2-((hexahydro-1H-pyrrolizin-7a-yl)methoxy)-4-(2,2,2-trifluoroethoxy)pyrido[4,3-d]pyrimidine